FC=1C=C(C=CC1F)C1=C(C=CC=C1)N(C(=O)C=1C(=NN(C1)F)C(F)(F)F)C N-(3',4'-difluorobiphenyl-2-yl)-1-fluoro-methyl-3-trifluoromethylpyrazole-4-ylcarboxamide